6-methyl-1H-quinolin-4-one CC=1C=C2C(C=CNC2=CC1)=O